2-[1-cyclobutyl-6-(1,3-oxazol-2-yl)-1H-1,3-benzodiazol-2-yl]-5-methoxy-1-methyl-6-oxo-1,6-dihydropyrimidine-4-carboxylic acid C1(CCC1)N1C(=NC2=C1C=C(C=C2)C=2OC=CN2)C=2N(C(C(=C(N2)C(=O)O)OC)=O)C